CN(C1=C(C(=O)NC=2C=C3C(=CNC3=CC2)C=2CCN(CC2)CC(C)(C)C)C=CC=C1)C 5-(2-(dimethylamino)benzoyl)amino-3-(1-neopentyl-1,2,3,6-tetrahydropyridin-4-yl)-1H-indole